2-nitropyridin-3-ol [N+](=O)([O-])C1=NC=CC=C1O